FC1=CC=C(CC2=CC=CC(=N2)C(=O)N)C=C1 6-(4-fluorobenzyl)picolinamide